S1C2=C(C=C1OB(O)O)C=CC=C2 benzo[b]thiophene-2-yl-boric acid